racemic-6-(4-(4-acryloyl-2-methylmorpholin-2-yl)-6-chloropyridin-2-yl)-N-methylpyrimidine-4-carboxamide C(C=C)(=O)N1C[C@@](OCC1)(C)C1=CC(=NC(=C1)Cl)C1=CC(=NC=N1)C(=O)NC |r|